trans-4-[(3-cyano-4-fluoro-phenyl)methyl]cyclohexanecarboxylic acid C(#N)C=1C=C(C=CC1F)C[C@@H]1CC[C@H](CC1)C(=O)O